C(CCCCC)C(C(=O)OCCCCCCN(CCCCCC(O[Si](OCCCCCCCC)(C)C)OCCCCCCCC)CCCCO)CCCCCCCC 7-(4-hydroxybutyl)-15,15-dimethyl-13-(octyloxy)-14,16-dioxa-7-aza-15-silatetracosyl 2-hexyldecanoate